N[C@H](C#N)CC=1SC(=CC1)C=1C=CC2=C(N(C(O2)=O)C)C1 (2S)-2-amino-3-[5-(3-methyl-2-oxo-1,3-benzoxazol-5-yl)thiophen-2-yl]propanenitrile